COCOC1=CC=C2C=NNC2=C1 6-(methoxymethoxy)-1H-indazole